NC1=CC=C(C=N1)N1C(CC(CC1)N(C)C)=O 1-(6-amino-3-pyridinyl)-4-(dimethylamino)piperidin-2-one